5-[[3-chloro-4-[(7R)-3-(3,5-difluorophenyl)-2,7-dimethyl-5,7-dihydro-4H-pyrazolo[3,4-c]pyridine-6-carbonyl]-2-pyridinyl]oxymethyl]oxazolidin-2-one ClC=1C(=NC=CC1C(=O)N1[C@@H](C=2C(CC1)=C(N(N2)C)C2=CC(=CC(=C2)F)F)C)OCC2CNC(O2)=O